N-((4,4-difluorocyclohexyl)methyl)-5-(quinolin-6-yl)-7H-pyrrolo[2,3-d]pyrimidin-2-amine FC1(CCC(CC1)CNC=1N=CC2=C(N1)NC=C2C=2C=C1C=CC=NC1=CC2)F